ClC=1C=C(C=CC1C)C1=NC2=CC=CC=C2N=C1 (3-chloro-4-methylphenyl)quinoxaline